C(CCC)N1C=NC=C1 3-butyl-imidazole